C(C)(C)(C)OC(NCCOCCOCCOCCOCC(CCCC)O)=O (14-hydroxy-3,6,9,12-tetraoxaoctadecyl)carbamic acid tert-butyl ester